3-{[tris(propan-2-yl)silyl]oxy}naphthalene-1-ol CC(C)[Si](OC=1C=C(C2=CC=CC=C2C1)O)(C(C)C)C(C)C